C(CCCC[C@@H]1SC[C@@H]2NC(=O)N[C@H]12)(=O)C(C(N)(N)NC(CI)=O)OCCOCC (+)-biotinyl-iodoacetamido-3,6-dioxaoctanediamine